tert-butyl-(R)-3-((8-methylisoquinolin-1-yl)amino)piperidine Sodium (Z)-(1-(1-(4,8-dimethylnona-3,7-dien-1-yl)-1H-1,2,3-triazol-4-yl)propane-2,2-diyl)bis(phosphonate) C/C(=C/CCN1N=NC(=C1)CC(C)(P([O-])([O-])=O)P([O-])([O-])=O)/CCC=C(C)C.[Na+].C(C)(C)(C)N1C[C@@H](CCC1)NC1=NC=CC2=CC=CC(=C12)C.[Na+].[Na+].[Na+]